1-cyclopropyl-N-{cis-3-[methyl-(7H-pyrrolo[2,3-d]pyrimidin-4-yl)amino]cyclobutyl}-azetidine-3-sulfonamide C1(CC1)N1CC(C1)S(=O)(=O)N[C@@H]1C[C@@H](C1)N(C=1C2=C(N=CN1)NC=C2)C